3-(((9Z,12Z)-octadeca-9,12-dienoyl)oxy)-2-((((1-(oxetan-3-yl)azetidin-3-yl)-carbamoyl)oxy)methyl)propyl (9Z,12Z,15Z)-octadeca-9,12,15-trienoate C(CCCCCCC\C=C/C\C=C/C\C=C/CC)(=O)OCC(COC(CCCCCCC\C=C/C\C=C/CCCCC)=O)COC(NC1CN(C1)C1COC1)=O